rac-dimethylsilanediylbis[2-methyl-4-(3,5-dimethylphenyl)-1,5,6,7-tetrahydro-s-indacen-1-yl]zirconium dichloride [Cl-].[Cl-].C[Si](=[Zr+2](C1C(=CC2=C(C=3CCCC3C=C12)C1=CC(=CC(=C1)C)C)C)C1C(=CC2=C(C=3CCCC3C=C12)C1=CC(=CC(=C1)C)C)C)C